[Se].[Pb].[Sn] tin lead selenium